1,3,5-triallyl-1,3,5-triazine-2,4,6(1H,3H,5H)-Trione C(C=C)N1C(N(C(N(C1=O)CC=C)=O)CC=C)=O